(S)-1-(2-chlorophenyl)-2-oxocyclohexylmethylcarbamic acid 1-(2-(3-methyloxetan-3-yl) acetyloxy)-2-methylpropyl ester CC1(COC1)CC(=O)OC(C(C)C)OC(NC[C@@]1(C(CCCC1)=O)C1=C(C=CC=C1)Cl)=O